C(C)OC(CCCCCCCCCCCCCCCCC)=O.C(CCCCCCCCCCCCCCCCC)(=O)N stearoamide ethylstearate